2-{5-[2-(benzyloxy)ethoxy]-2-fluorophenyl}-1H-pyrrolo[3,2-c]pyridine C(C1=CC=CC=C1)OCCOC=1C=CC(=C(C1)C1=CC=2C=NC=CC2N1)F